C1(=CC=CC=C1)C=1C=CC=2N(C3=CC=CC=C3C2C1)C1=C(C(=C(C(=C1N1C2=CC=CC=C2C=2C=C(C=CC12)C1=CC=CC=C1)N1C2=CC=CC=C2C=2C=C(C=CC12)C1=CC=CC=C1)N1C2=CC=CC=C2C=2C=C(C=CC12)C1=CC=CC=C1)C1=NC=CC=C1)C=1OC2=C(N1)C=CC=C2 2-(2,3,4,5-tetrakis(3-phenyl-9H-carbazol-9-yl)-6-(pyridin-2-yl)phenyl)benzo[d]oxazole